BrC=1C=C(C(N(C1)C)=O)NC1=CC=C(C=N1)N1[C@H](CN(CC1)[C@@H]1C[C@H](N(CC1)C=1C=C(C(C(=O)O)=CC1)C(=O)O)C)C 4-((2R,4S)-4-((S)-4-(6-((5-bromo-1-methyl-2-oxo-1,2-dihydropyridin-3-yl)amino)pyridin-3-yl)-3-methylpiperazin-1-yl)-2-methylpiperidin-1-yl)phthalic acid